CC=1C(=NC=C(C1)NC(C(=O)N1[C@@H](CC[C@H](C1)C)C=1C=NC=CC1)=O)NC(OC(C)(C)C)=O.ClC[Si](O[Si](C)(C)CCl)(C)C 1,3-bis(chloromethyl)-1,1,3,3-tetramethyl disiloxane tert-butyl N-[3-methyl-5-[[2-[(2S,5R)-5-methyl-2-(3-pyridyl)-1-piperidyl]-2-oxo-acetyl]amino]-2-pyridyl]carbamate